1-(3-(benzylamino)-2-(3-nitrophenyl)imidazo[1,2-a]pyridin-5-yl)naphthalen-2-ol C(C1=CC=CC=C1)NC1=C(N=C2N1C(=CC=C2)C2=C(C=CC1=CC=CC=C21)O)C2=CC(=CC=C2)[N+](=O)[O-]